NC=1C=C(C=C2C=C(N=CC12)NC(=O)[C@H]1[C@@H](C1)C#N)N1C(OC=C1C)=O trans-N-(8-amino-6-(4-methyl-2-oxooxazol-3(2H)-yl)isoquinolin-3-yl)-2-cyanocyclopropane-1-carboxamide